2-Heptyl-4-(3-trifluoromethylbenzylamino)-7-methoxychroman C(CCCCCC)C1OC2=CC(=CC=C2C(C1)NCC1=CC(=CC=C1)C(F)(F)F)OC